C(C(=C)C)(=O)NC1(O)[C@H](NC(C)=O)[C@@H](O)[C@@H](O)[C@H](O1)CO methacrylamido-N-Acetyl-D-Galactosamine